N,6-dimethyl-5-(4-((2-(3-methylureido)pyridin-4-yl)methyl)piperazin-1-yl)picolinamide trifluoroacetate FC(C(=O)O)(F)F.CNC(C1=NC(=C(C=C1)N1CCN(CC1)CC1=CC(=NC=C1)NC(=O)NC)C)=O